[Na].C1=CC=CC1 cyclopentadiene sodium salt